(diphenylcarbamoyl)-3'-O-(methylthiomethyl)-5'-O-(tert-butyldimethylsilyl)-2'-deoxyguanosine C1(=CC=CC=C1)N(C(=O)[C@@]1(C[C@H](OCSC)[C@@H](CO[Si](C)(C)C(C)(C)C)O1)N1C=NC=2C(=O)NC(N)=NC12)C1=CC=CC=C1